fluorenediglycidyl ether tetraacrylate C(C=C)(=O)O.C(C=C)(=O)O.C(C=C)(=O)O.C(C=C)(=O)O.C=12C(=CC=C3C4=CC=CC=C4CC13)C1C(COCC3C2O3)O1